NC1=CC(=NC=C1)S(=O)(=O)N(CC1=C(C=C(C=C1)OC)OC)CC1=C(C=C(C=C1)OC)OC 4-amino-N,N-bis(2,4-dimethoxy-benzyl)pyridine-2-sulfonamide